benzyl 5,6-difluoro-1H-indole-2-carboxylate FC=1C=C2C=C(NC2=CC1F)C(=O)OCC1=CC=CC=C1